bifuran-5,5'-dicarboxylate O1C(=CC=C1C(=O)[O-])C=1OC(=CC1)C(=O)[O-]